tert-butyl 2-([1,4'-bipiperidin]-4-yloxy)acetate N1(CCC(CC1)OCC(=O)OC(C)(C)C)C1CCNCC1